8-[(1-cyclopropylsulfonylcyclopropyl)methoxy]-1-methyl-3-(2-trimethylsilylethynyl)pyrido[2,3-d]pyridazin-2-one C1(CC1)S(=O)(=O)C1(CC1)COC=1N=NC=C2C1N(C(C(=C2)C#C[Si](C)(C)C)=O)C